C(C1=CC=CC=C1)OC(CCCCCCCCC(=O)O)=O 10-benzyloxy-10-oxodecanoic acid